COC1=CC=C(C=C1)CN1N=CC=C(C1=O)C(F)(F)F 2-[(4-methoxyphenyl)methyl]-4-(trifluoromethyl)-2,3-dihydropyridazin-3-one